2,6-difluoro-3-pyrrol-ylphenyltitanocene FC1=C(C(=CC=C1C=1NC=CC1)F)[C-]1C=CC=C1.[CH-]1C=CC=C1.[Ti+2]